tert-butyl N-[5-[4-[1-(2,6-dioxo-3-piperidyl)-3-methyl-2-oxo-benzimidazol-5-yl]-1-piperidyl]pentyl]-N-methyl-carbamate O=C1NC(CCC1N1C(N(C2=C1C=CC(=C2)C2CCN(CC2)CCCCCN(C(OC(C)(C)C)=O)C)C)=O)=O